(R)-5-chloro-N-(1-(piperidin-4-ylmethyl)piperidin-3-yl)-4-(1H-pyrrolo[2,3-b]pyridin-3-yl)pyrimidin-2-amine hydrochloride Cl.ClC=1C(=NC(=NC1)N[C@H]1CN(CCC1)CC1CCNCC1)C1=CNC2=NC=CC=C21